ClC=1C=C(C=CC1Cl)\C=C/C(=O)C1=CC=C(OCC(=O)O)C=C1 2-[4-[(Z)-3-(3,4-Dichlorophenyl)prop-2-enoyl]phenoxy]acetic acid